C(#N)C1=CC(=C(C(=C1)C(C)C)CC(=O)NS(=O)(=O)C=1SC=C(C1)C(C)(C)O)C(C)C 2-(4-cyano-2,6-diisopropylphenyl)-N-(4-(2-hydroxypropan-2-yl)thiophen-2-ylsulfonyl)acetamide